ethyl 2-[1-[[4-[bis[(4-methoxyphenyl) methyl] sulfamoyl] phenyl] methyl]-5-(3-bromophenyl)-2-(cyclopropylmethyl) pyrrol-3-yl]-5-methyl-thiazole-4-carboxylate COC1=CC=C(C=C1)CN(S(=O)(=O)C1=CC=C(C=C1)CN1C(=C(C=C1C1=CC(=CC=C1)Br)C=1SC(=C(N1)C(=O)OCC)C)CC1CC1)CC1=CC=C(C=C1)OC